tert-butyl (3s,4r)-4-(4-(3-(2,6-bis(benzyloxy) pyridin-3-yl)-1-methyl-1H-indazol-6-yl) piperidine-1-carbonyl)-3-methylpiperidine-1-carboxylate C(C1=CC=CC=C1)OC1=NC(=CC=C1C1=NN(C2=CC(=CC=C12)C1CCN(CC1)C(=O)[C@H]1[C@@H](CN(CC1)C(=O)OC(C)(C)C)C)C)OCC1=CC=CC=C1